[2-[[(3R,5S)-1-Ethyl-5-hydroxy-3-piperidyl]amino]oxazolo[4,5-b]pyridin-5-yl]-3-hydroxy-5-methyl-benzonitrile C(C)N1C[C@@H](C[C@@H](C1)O)NC=1OC=2C(=NC(=CC2)C2=C(C#N)C=C(C=C2O)C)N1